(1r,4r)-1-((2'-(benzyloxy)-3',6-difluoro-[1,1'-biphenyl]-3-yl)methyl)-4-(methylsulfonamido)cyclohexane C(C1=CC=CC=C1)OC1=C(C=CC=C1F)C1=CC(=CC=C1F)CC1CCC(CC1)NS(=O)(=O)C